4-bromo-1-isopropyl-1H-[1,2,3]triazolo[4,5-H]quinazolin-8-yl triflate O(S(=O)(=O)C(F)(F)F)C1=NC=2C3=C(C(=CC2C=N1)Br)N=NN3C(C)C